NC1=C(SC2=NC(=CC=C21)C)C(=O)NC2=CC(=CC=C2)C(F)(F)F 3-Amino-6-methyl-N-[3-(trifluoromethyl)phenyl]thieno[2,3-b]pyridine-2-carboxamide